C(C)(C)(C)C1=CC(=C(C=C1Cl)C=1C=C(C=2C(=CN=NC2C(=O)NCC2=C(C=C(C=C2)OC)OC)N1)OC)C 2-(4-tert-butyl-5-chloro-2-methyl-phenyl)-N-[(2,4-dimethoxyphenyl)methyl]-4-methoxy-pyrido[2,3-d]pyridazine-5-carboxamide